O=C1NC(CCC1N1C(C2=CC=CC(=C2C1=O)OCCCCC(=O)N1CCN(CC1)C1=CC=C(N=N1)C(=O)N1CCC(CC1)CCCCNC(\C=C\C=1C=NC=CC1)=O)=O)=O (E)-N-(4-(1-(6-(4-(5-((2-(2,6-dioxopiperidin-3-yl)-1,3-dioxoisoindolin-4-yl)oxy)pentanoyl)piperazin-1-yl)pyridazine-3-carbonyl)piperidin-4-yl)butyl)-3-(pyridin-3-yl)acrylamide